NCCCN(CCCCN)CCC N-(3-aminopropyl)-N1-propyl-1,4-butanediamine